N-(3-nitrophenyl)-[1,2,4]triazolo[4,3-a]pyridin-3-amine [N+](=O)([O-])C=1C=C(C=CC1)NC1=NN=C2N1C=CC=C2